BrC1=C(C(=C(C=C1C1CC1)NC)N)N(CC1=C(C=C(C=C1)OC)OC)CC1=C(C=C(C=C1)OC)OC 4-bromo-5-cyclopropyl-N3,N3-bis(2,4-dimethoxybenzyl)-N1-methylbenzene-1,2,3-triamine